P1(O[N+](=[N-])O1)=O diazo phosphonate